N-(4-chloro-1H-indol-6-yl)-5-(cyclopent-1-en-1-yl)-1H-benzo[d]imidazol-2-amine ClC1=C2C=CNC2=CC(=C1)NC1=NC2=C(N1)C=CC(=C2)C2=CCCC2